N-[4-chloro-5-isopropyl-6-(2-isopropylphenyl)pyrimidin-2-yl]-3-nitro-benzenesulfonamide ClC1=NC(=NC(=C1C(C)C)C1=C(C=CC=C1)C(C)C)NS(=O)(=O)C1=CC(=CC=C1)[N+](=O)[O-]